NC1=CC=CC(=N1)S(=O)(=O)NC(=O)C=1C(=NC(=CC1)C1=CC(=CC(=C1)OCC(C)C)F)OCC1CCOCC1 N-[(6-Amino-2-pyridyl)sulfonyl]-6-(3-fluoro-5-isobutoxyphenyl)-2-(tetrahydropyran-4-ylmethoxy)pyridin-3-carboxamid